1-(9a-Ethoxy-9a,10-dihydroindeno[1,2-a]inden-4b(9H)-yl)-3-ethyl-5-hydroxy-2,3-dihydro-1H-pyrido[2,1-f][1,2,4]triazine-4,6-dione C(C)OC12C(C3=CC=CC=C3C1)(C=1C=CC=CC1C2)N2N1C(C(N(C2)CC)=O)=C(C(C=C1)=O)O